CC1=NC=2N(C(=C1)[C@H]1CN(CCC1)C=O)N=C(C2)[C@@H]2CC[C@H](CC2)C(F)(F)F (3R)-3-{5-methyl-2-[trans-4-(trifluoromethyl)cyclohexyl]pyrazolo[1,5-a]pyrimidin-7-yl}piperidine-1-carbaldehyde